2-(1,3-Dioxo-5-(trifluoromethyl)isoindolin-2-yl)-N,6-dimethylisonicotinamide O=C1N(C(C2=CC(=CC=C12)C(F)(F)F)=O)C=1C=C(C(=O)NC)C=C(N1)C